ClC=1C=C(C=CC1OCC(F)(F)F)NC=1C2=C(N=CN1)C=CC(=N2)N2[C@@H]1CN([C@H](C2)C1)C(=O)OC(C)(C)C (1S,4S)-tert-Butyl 5-(4-((3-chloro-4-(2,2,2-trifluoroethoxy)phenyl)amino)pyrido[3,2-d]pyrimidin-6-yl)-2,5-diazabicyclo[2.2.1]heptane-2-carboxylate